N,N,N'-tris(hydroxyethyl) ethylenediamine n-butyl propionate C(CC)(=O)OCCCC.OCCN(CCNCCO)CCO